tert-Butyl (2S,5R)-5-(4-(6-chloro-4-oxo-3,4-dihydro-7H-pyrrolo[2,3-d]pyrimidin-7-yl)phenyl)-2-ethylmorpholine-4-carboxylate ClC1=CC2=C(N=CNC2=O)N1C1=CC=C(C=C1)[C@@H]1CO[C@H](CN1C(=O)OC(C)(C)C)CC